OC1=C(C=C(C=C1)C=CC(=O)C1=CC=C(C=C1)I)OC 3-(4-Hydroxy-3-methoxyphenyl)-1-(4-iodophenyl)prop-2-en-1-one